C(C)(C)(C)OC(NCCOCC(C1=CC=C(C=C1)C(F)(F)F)=O)=O (2-(2-oxo-2-(4-(trifluoromethyl)phenyl)ethoxy)ethyl)carbamic acid tert-butyl ester